BrCC=1OC(OC1C(C)C)=O 4-(bromomethyl)-5-isopropyl-1,3-dioxol-2-one